N-(4-(4-amino-5-(3-fluoro-4-((6-methylpyrimidin-2-yl)oxy)phenyl)-5H-pyrrolo[3,2-d]pyrimidin-6-yl)phenyl)acrylamide NC=1C2=C(N=CN1)C=C(N2C2=CC(=C(C=C2)OC2=NC(=CC=N2)C)F)C2=CC=C(C=C2)NC(C=C)=O